C(CCCCCCC)C(CCCCCCCC)OC(CCCCOC(=O)[C@H]1N(C[C@H](C1)OC(CCN(C)C)=O)CCCCCC(OCCCCCCCCCCC)=O)=O (2s,4s)-4-[3-(dimethylamino)propionyloxy]-1-(6-oxo-6-undecoxy-hexyl)pyrrolidine-2-carboxylic acid [5-(1-octylnonyloxy)-5-oxo-pentyl] ester